C(C)OC1=CC(=NN1C)CO (5-ethoxy-1-methyl-1H-pyrazol-3-yl)methanol